C(#N)C1=CC(=NC(=C1)C(F)(F)F)N1CC(CC1)C(=O)N 1-(4-cyano-6-(trifluoromethyl)-2-pyridinyl)-3-pyrrolidinecarboxamide